ClC=1C=C(C=CC1C=1N=C(SC1)NC=1C=NN(C1)CCOCC)N1C(CCC1)=O 1-(3-Chloro-4-{2-[1-(2-ethoxy-ethyl)-1H-pyrazol-4-ylamino]-thiazol-4-yl}-phenyl)-pyrrolidin-2-one